tert-Butyl N-[(2,2,6,6-tetramethyltetrahydropyran-4-ylidene)amino]carbamate CC1(OC(CC(C1)=NNC(OC(C)(C)C)=O)(C)C)C